6-(4-Chloro-3-methylphenyl)-3-(3,3-difluorocyclobutyl)-4-oxo-4,5-dihydropyrazolo[1,5-a]pyrazine-2-carboxylic acid ClC1=C(C=C(C=C1)C=1NC(C=2N(C1)N=C(C2C2CC(C2)(F)F)C(=O)O)=O)C